t-amylperoxy-isopropenylcumylperoxide C(C)(C)(CC)OOC(C(C)(C1=CC=CC=C1)OOC(C(OOC(C)(C)CC)C(=C)C)(C)C1=CC=CC=C1)C(=C)C